3,4-dinitroaminooxadiazoleAcetic acid (E)-3-phenyl-2-propenyl ester C1(=CC=CC=C1)/C=C/COC(CC1(N(NOC1)N[N+](=O)[O-])N[N+](=O)[O-])=O